C(C)N1C=NC(=C1)C1=CC=C2C(=CC=NC2=N1)C1=CN=C2N1N=C(C(=C2)C2=CC=C(CN1CCC(CC1)(O)C)C=C2)C 1-(4-(3-(7-(1-Ethyl-1H-imidazol-4-yl)-1,8-naphthyridin-4-yl)-6-methylimidazo[1,2-b]pyridazin-7-yl)benzyl)-4-methylpiperidin-4-ol